tricyclodecanediol diacetate C(C)(=O)O.C(C)(=O)O.C1(CCCCCCCCC1)(O)O.C1(CCCCCCCCC1)(O)O.C1(CCCCCCCCC1)(O)O